6-(3,4-difluorophenyl)-1-[(5-methyl-3-pyridinyl)methyl]-3H-imidazo[4,5-b]pyridin-2-one FC=1C=C(C=CC1F)C=1C=C2C(=NC1)NC(N2CC=2C=NC=C(C2)C)=O